ClC1=CC=C2C[C@@]3(C(N(C2=C1)C=1C=NN(C1)CC)=O)CC1=CC=C(C=C1C3)C(=O)O 7'-chloro-r-(1-ethyl-1H-pyrazol-4-yl)-2'-oxo-1,1',3,4'-tetra-hydro-2'H-spiro[indene-2,3'-quinoline]-5-carboxylic acid